CN(C1=CC=C(C=C1)C1=NC(=C2C=CC=NC2=C1)NCCSCCO)C 2-[[2-[[7-[4-(dimethylamino)phenyl]-1,6-naphthyridin-5-yl]amino]-ethyl]thio]-ethanol